tert-butyl 2-(diethoxyphosphoryl)-4-((1-(hydroxyamino) nonylidene) amino)-4-oxobutyrate C(C)OP(=O)(OCC)C(C(=O)OC(C)(C)C)CC(=O)N=C(CCCCCCCC)NO